(R)-7-(4-bromo-3-(trifluoromethyl)benzoyl)-2-(3,5-dimethyl-1H-pyrazol-1-yl)-6-methyl-3-(6-(4-methylpiperazin-1-yl)pyridin-3-yl)-5,6,7,8-tetrahydropyrido[3,4-d]pyrimidin-4(3H)-one BrC1=C(C=C(C(=O)N2CC=3N=C(N(C(C3C[C@H]2C)=O)C=2C=NC(=CC2)N2CCN(CC2)C)N2N=C(C=C2C)C)C=C1)C(F)(F)F